3-(5,8-dioxo-2-azaspiro[3.4]octane-2-yl)thiophene-2-carbaldehyde O=C1C2(CN(C2)C2=C(SC=C2)C=O)C(CC1)=O